F[C@H]1[C@H](CNC1)NC=1C=C2CN3[C@@H](C2=CC1)CN(C[C@H]3C)C3=C1N=CC=NC1=C(C=C3)C (4R,10bS)-N-[(3S,4R)-4-fluoropyrrolidin-3-yl]-4-methyl-2-(8-methylquinoxalin-5-yl)-3,4,6,10b-tetrahydro-1H-pyrazino[2,1-a]isoindol-8-amine